(P)-3-amino-6-chloro-4-(3-hydroxy-2,6-dimethylphenyl)quinoline-2-carboxamide NC=1C(=NC2=CC=C(C=C2C1C1=C(C(=CC=C1C)O)C)Cl)C(=O)N